CN1N(C(C2=CC(=CC=C12)C(=O)OC)=O)CCNC1=NC=CC2=CC=C(C=C12)C1=NOC(=N1)C methyl 1-methyl-2-(2-{[7-(5-methyl-1,2,4-oxadiazol-3-yl) isoquinolin-1-yl] amino} ethyl)-3-oxo-2,3-dihydro-1H-indazole-5-carboxylate